C(N)(=O)C=1C=C(C=C(C1O)Cl)S(=O)(=O)NC1=CC=C(C=C1)CCCNC(OC(C)(C)C)=O tert-butyl (3-(4-((3-carbamoyl-5-chloro-4-hydroxyphenyl)sulfonamido)phenyl)propyl)carbamate